C(C)(C)(C)OC(N[C@@H](CC(C)C)C(NN(C(CCl)=O)CCC(=O)N)=O)=O N-[(1S)-1-[[(3-amino-3-oxo-propyl)-(2-chloroacetyl)amino]carbamoyl]-3-methyl-butyl]carbamic acid tert-butyl ester